N-((S)-(4,4-difluorocyclohexyl)(4-fluoro-5-(((S)-2-oxo-4-(trifluoromethyl)imidazolidin-1-yl)methyl)-benzo[d]oxazol-2-yl)methyl)-4-methyl-1,2,5-oxadiazole-3-carboxamide FC1(CCC(CC1)[C@H](NC(=O)C1=NON=C1C)C=1OC2=C(N1)C(=C(C=C2)CN2C(N[C@@H](C2)C(F)(F)F)=O)F)F